NC1=CC(=NC(=C1F)F)C(=O)[O-] 4-amino-5,6-difluoropicolinate